N-(3-chloro-2-methylphenyl)-2-[(2-hydroxyethyl)amino]-6-({[2-(trifluoromethyl)phenyl]carbonyl}amino)-1H-benzoimidazole-4-carboxamide ClC=1C(=C(C=CC1)NC(=O)C1=CC(=CC=2NC(=NC21)NCCO)NC(=O)C2=C(C=CC=C2)C(F)(F)F)C